tert-butyl (2S,6S)-4-[8-[(8-fluoro-2-methyl-imidazo[1,2-a]pyridin-6-yl)carbamoyl]-2-(tetrahydrofuran-2-ylmethoxy)quinazolin-5-yl]-2,6-dimethyl-piperazine-1-carboxylate FC=1C=2N(C=C(C1)NC(=O)C=1C=CC(=C3C=NC(=NC13)OCC1OCCC1)N1C[C@@H](N([C@H](C1)C)C(=O)OC(C)(C)C)C)C=C(N2)C